OC1=CC=C(C=C1)CCC=C p-hydroxyphenyl-3-butene